N-(4-(1-aminobutyl)-2-(furan-2-yl)phenyl)benzenesulfonamide NC(CCC)C1=CC(=C(C=C1)NS(=O)(=O)C1=CC=CC=C1)C=1OC=CC1